4-((2-fluoro-5-bromophenyl)amino)-7-fluoro-1H-indole-2-carboxylic acid ethyl ester C(C)OC(=O)C=1NC2=C(C=CC(=C2C1)NC1=C(C=CC(=C1)Br)F)F